(2R,3S,5R)-5-(6-amino-2-fluoro-9H-purin-9-yl)-2-(difluoromethyl)-2-(hydroxymethyl)tetrahydrofuran-3-ol NC1=C2N=CN(C2=NC(=N1)F)[C@H]1C[C@@H]([C@](O1)(CO)C(F)F)O